2-(4-(tert-butyl)phenyl)spiro[3.3]heptane-2,6-diamine C(C)(C)(C)C1=CC=C(C=C1)C1(CC2(C1)CC(C2)N)N